(R)-8-(5-bromopyrimidin-2-yl)octahydropyrazino[2,1-c][1,4]oxazine BrC=1C=NC(=NC1)N1C[C@@H]2COCCN2CC1